C1(CC1)N(CC(=O)NC)CC=1NC(C2=C(N1)C=C(S2)C)=O 2-(cyclopropyl((6-methyl-4-oxo-3,4-dihydrothieno[3,2-d]pyrimidin-2-yl)methyl)amino)-N-methylacetamide